6-(5-chloro-2-(4-(trifluoromethyl)-1H-pyrazol-1-yl)phenyl)pyrimidin-4-ol ClC=1C=CC(=C(C1)C1=CC(=NC=N1)O)N1N=CC(=C1)C(F)(F)F